ClC=1C=C(C=CC1F)[C@@H]1[C@H](C1)C(=O)O |r| rac-(1S*,2S*)-2-(3-chloro-4-fluorophenyl)cyclopropanecarboxylic acid